methyl 2-((4,4-difluorocyclohexyl) oxy)-5-nitrobenzoate FC1(CCC(CC1)OC1=C(C(=O)OC)C=C(C=C1)[N+](=O)[O-])F